7-amino-2-ethyl-3-methyl-5-(methylthio)pyrazolo[1,5-a]pyrimidine-6-carbonitrile NC1=C(C(=NC=2N1N=C(C2C)CC)SC)C#N